FC=1C=CC(=C(C(=O)N(C)C(C)C)C1)N1C=C(C=2C1=CN=CC2)[C@@H]2CC[C@@H](CC2)N2CCCC2 5-fluoro-N-isopropyl-N-methyl-2-(3-(cis-4-(pyrrolidin-1-yl)cyclohexyl)-1H-pyrrolo[2,3-c]pyridin-1-yl)benzamide